P(=O)(O)(O)OC[C@@H]1[C@H]([C@H]([C@@H](O1)N1C=NC=2C(=S)NC(N)=NC12)O)O 6-thioguanosine monophosphate